tert-butyl 4-[4-(4-{1-[(tert-butoxy)carbonyl]-1,2,3,6-tetrahydropyridin-4-yl}-1-methyl-1H-pyrrole-2-amido)phenyl]-1,2,3,6-tetrahydropyridine-1-carboxylate C(C)(C)(C)OC(=O)N1CCC(=CC1)C=1C=C(N(C1)C)C(=O)NC1=CC=C(C=C1)C=1CCN(CC1)C(=O)OC(C)(C)C